2-(2-((2-(1-butyl-5-phenyl-1H-benzo[d]imidazol-2-yl)ethyl)amino)ethyl)-N-((3-fluoropyridin-2-yl)methyl)oxazole-4-carboxamide C(CCC)N1C(=NC2=C1C=CC(=C2)C2=CC=CC=C2)CCNCCC=2OC=C(N2)C(=O)NCC2=NC=CC=C2F